4-(dioctylamino)butyl undecyl phosphate P(=O)(OCCCCN(CCCCCCCC)CCCCCCCC)(OCCCCCCCCCCC)[O-]